methyl 4-[[(2S)-1-[[(2S)-1-[(2S)-2-[[(3S)-1-chloro-4-methyl-2-oxopentan-3-yl]carbamoyl]pyrrolidin-1-yl]-1-oxopropan-2-yl]amino]-1-oxopropan-2-yl]amino]-4-oxobutanoate ClCC([C@H](C(C)C)NC(=O)[C@H]1N(CCC1)C([C@H](C)NC([C@H](C)NC(CCC(=O)OC)=O)=O)=O)=O